C(C)(=O)OC(C)(CCC[C@@H](C)[C@H]1CC[C@@H]2[C@@]1(CC[C@@H]1[C@]3(CC[C@@H]([C@@H]([C@@H]3CC[C@@H]21)O)OC(C)=O)C)C)C (6R)-6-[(1R,3aS,3bS,5aR,6R,7S,9aR,9bS,11aR)-7-acetoxy-6-hydroxy-9a,11a-dimethylhexadecahydro-1H-cyclopenta[1,2-a]phenanthren-1-yl]-2-methylheptan-2-yl acetate